FC1=C(C=CC(=C1)C(F)(F)F)CN[C@@H](C(=O)N(C)C)C (2R)-2-[[2-fluoro-4-(trifluoromethyl)phenyl]methylamino]-N,N-dimethyl-propanamide